C(#N)C1=NC=NC=C1NC([C@H](CC1=CC=CC=C1)NC(C1=CC=C(C=C1)N(C)C)=O)=O (S)-N-(1-((4-cyanopyrimidin-5-yl)amino)-1-oxo-3-phenylpropan-2-yl)-4-(dimethylamino)benzamide